C(#N)C=1C=C(C=NC1NC1COCC1)C=1C(=CC(=C(C(=O)NC2=NNC=C2)C1)F)C 5-(5-cyano-6-((tetrahydrofuran-3-yl)amino)pyridin-3-yl)-2-fluoro-4-methyl-N-(1H-pyrazol-3-yl)benzamide